6-(tributylstannyl)picolinic acid ethyl ester C(C)OC(C1=NC(=CC=C1)[Sn](CCCC)(CCCC)CCCC)=O